alpha-(fluoromethyl)dehydroputrescine C(/C=C/C(CF)N)N